BrC1=CC=2C=CC=3C=CC=CC3C2C2=C1C=C(C=C2)Cl 5-bromo-3-chlorobenzo[c]phenanthrene